N-isopropyl-2-(5-(trifluoromethyl)-1,2,4-oxadiazol-3-yl)-6,7-dihydrothieno[3,2-c]pyridine-5(4H)-carboxamide C(C)(C)NC(=O)N1CC2=C(CC1)SC(=C2)C2=NOC(=N2)C(F)(F)F